CN1C2=C(CCC(C1=O)NC(=O)C1=NC=CC(=C1)OC1=CC=CC=C1)C=CC(=C2)N2CCC1(CCOCC1)CC2 N-(1-methyl-2-oxo-8-(3-oxa-9-azaspiro[5.5]undecan-9-yl)-2,3,4,5-tetrahydro-1H-benzo[b]azepin-3-yl)-4-phenoxypyridine-2-carboxamide